ClC1=CC=CC=2C3=CC=CC=C3C3(C12)C1=CC=CC=C1C(C=1C=CC=CC13)(C)C chloro-10,10-dimethyl-10H-spiro[anthracene-9,9'-fluorene]